1-(cyanomethyl)-1H-pyrrole-2-carboxylic acid C(#N)CN1C(=CC=C1)C(=O)O